ammonium telluronium silicate [Si]([O-])([O-])(O)O.[TeH3+].[NH4+]